C(#N)C1CC(C1)(CC(=O)NNC(NC)=S)C=1C=C(C=CC1)NC(OC(C)(C)C)=O tert-Butyl (3-((1r,3r)-3-cyano-1-(2-(2-(methylcarbamothioyl)hydrazineyl)-2-oxoethyl)cyclobutyl)phenyl)carbamate